FC1=CC=C(C(=O)N2[C@@H](C=3N(CC2)C(=NC3N3CC(CCC3)C)C3=NC(=NS3)C)C)C=C1 1-((R)-7-(4-fluorobenzoyl)-8-methyl-3-(3-methyl-1,2,4-Thiadiazol-5-yl)-5,6,7,8-tetrahydroimidazo[1,5-a]pyrazin-1-yl)-3-methylpiperidine